BrC1=NC(=CN=C1)S(=O)(=O)C 2-bromo-6-(methylsulfonyl)pyrazine